ClC=1C=C2[C@@H](CCOC2=CC1)NC(=O)[C@@H]1C(C[C@@H]2SCC[C@@H](C(N21)=O)NC([C@H](C)NC)=O)(C)C (4S,7S,9aS)-N-((R)-6-chlorochroman-4-yl)-8,8-dimethyl-4-((S)-2-(methylamino)propanamido)-5-oxooctahydropyrrolo[2,1-b][1,3]thiazepine-7-carboxamide